C(\C=C/CCCCCC)O (Z)-non-2-ene-1-ol